(S)-3-(1-Acryloylpiperidin-3-yl)-7-amino-1-(4-(2,3-difluorophenoxy)phenyl)-1,5-dihydro-4H-pyrazolo[3,4-d]pyridazin-4-on C(C=C)(=O)N1C[C@H](CCC1)C1=NN(C=2C(=NNC(C21)=O)N)C2=CC=C(C=C2)OC2=C(C(=CC=C2)F)F